4-(propargyloxy)aniline tert-butyl-O-methyl-N-(2-oxo-4-(o-tolyl)-2H-chromen-7-yl)serinate C(C)(C)(C)OC([C@@H](NC1=CC=C2C(=CC(OC2=C1)=O)C1=C(C=CC=C1)C)COC)=O.C(C#C)OC1=CC=C(N)C=C1